4-(fluoromethyl)-1-methyl-3-[[4-methyl-6-(4-methylimidazol-1-yl)-3-pyridyl]sulfonyl]indole FCC1=C2C(=CN(C2=CC=C1)C)S(=O)(=O)C=1C=NC(=CC1C)N1C=NC(=C1)C